6-Bromo-2-(2,2,2-trifluoroethoxy)pyridin-3-amine BrC1=CC=C(C(=N1)OCC(F)(F)F)N